C[Si](CCOCN1N=CC2=CC=CC(=C12)NC(=O)C=1C=NC=CC1)(C)C N-(1-{[2-(trimethylsilyl)ethoxy]methyl}-1H-indazol-7-yl)pyridine-3-carboxamide